FC(C=1C=C(C=NC1)OC=1C=C(C=NC1)NC(C=C)=O)(F)F N-(5-[{5-(trifluoromethyl)pyridin-3-yl}oxy]pyridin-3-yl)acrylamide